NC=1N=C(C2=C(N1)C(=NN2CC2=C(C=C(C=C2)CO)OC)CC)NCCCC (4-((5-amino-7-(butylamino)-3-ethyl-1H-pyrazolo[4,3-d]pyrimidin-1-yl)methyl)-3-methoxyphenyl)methanol